O1CCN(CC1)C1=CC=C(C=C1)C(C=O)=O 2-(4-morpholinophenyl)-2-oxoacetaldehyde